ClCCCCS(=O)(=O)N(C1=CC(=C(OC2=CC=C(C=C2)CCC2CCN(CC2)C(=O)OC(C)(C)C)C=C1)Br)S(=O)(=O)CCCCCl tert-butyl 4-[2-[4-[4-[bis(4-chlorobutylsulfonyl)amino]-2-bromo-phenoxy]phenyl]ethyl]piperidine-1-carboxylate